tert-butyl N-[(5-nitro-1H-benzimidazol-2-yl)methyl]carbamate [N+](=O)([O-])C1=CC2=C(NC(=N2)CNC(OC(C)(C)C)=O)C=C1